tert-butyl 4-((7-bromo-4-oxothieno[3,4-d]pyrimidin-3(4H)-yl) methyl)-4-hydroxypiperidine-1-carboxylate BrC=1SC=C2C1N=CN(C2=O)CC2(CCN(CC2)C(=O)OC(C)(C)C)O